CN1N=C2C=CC=C(C2=C1)C1=NN(C2=C(C=C(C=C12)C)C)C=1C=CC(=NC1)N1CCC(CC1)C(=O)OC methyl 1-(5-{2',5,7-tri-methyl-1H,2'H-[3,4'-biindazol]-1-yl}pyridin-2-yl)piperidine-4-carboxylate